2-[(2-Fluoroacetyl)-[[(2S)-1-[1-(4-chlorophenyl)cyclobutancarbonyl]pyrrolidin-2-carbonyl]amino]amino]acetamid FCC(=O)N(CC(=O)N)NC(=O)[C@H]1N(CCC1)C(=O)C1(CCC1)C1=CC=C(C=C1)Cl